benzyl (2R,3S,5R)-5-methyl-2-(((triethylsilyl)oxy)methyl)-3-(2,2,2-trifluoro-N-(4-methoxybenzyl)acetamido)pyrrolidine-1-carboxylate C[C@@H]1C[C@@H]([C@@H](N1C(=O)OCC1=CC=CC=C1)CO[Si](CC)(CC)CC)N(C(C(F)(F)F)=O)CC1=CC=C(C=C1)OC